CC1(OCC2=CC(=CC=C12)B(O)O)C (1,1-dimethyl-1,3-dihydroisobenzofuran-5-yl)boronic acid